5-amino-8-[(cis)-2,6-dimethylmorpholin-4-yl]-2-[(5-fluoro-2-pyridinyl)methyl]-7-phenyl-[1,2,4]triazolo[4,3-c]pyrimidin-3-one NC1=NC(=C(C=2N1C(N(N2)CC2=NC=C(C=C2)F)=O)N2C[C@H](O[C@H](C2)C)C)C2=CC=CC=C2